S-(7-((5-(dimethyl-carbamoyl)-4-phenylthiazol-2-yl)amino)-7-oxoheptyl) 3-phenylpropane-thioate C1(=CC=CC=C1)CCC(SCCCCCCC(=O)NC=1SC(=C(N1)C1=CC=CC=C1)C(N(C)C)=O)=O